Z-8-Hexadecene CCCCCCC\C=C/CCCCCCC